C1(CCC1)N1N=C(C(=C1)N)C 1-Cyclobutyl-3-methyl-1H-pyrazol-4-amine